3-[(3aR,9bR)-7-[(2-chloro-5-fluorophenyl)methoxy]-9b-(4-fluorobenzenesulfonyl)-1H,2H,3H,3aH,4H,5H,9bH-benzo[e]indole-3-carbonyl]-1λ6-thiolane-1,1-dione ClC1=C(C=C(C=C1)F)COC1=CC2=C([C@@]3(CCN([C@@H]3CC2)C(=O)C2CS(CC2)(=O)=O)S(=O)(=O)C2=CC=C(C=C2)F)C=C1